FC1(CCC(CC1)NC=1N=CC2=C(N1)NC=C2C=2C=C(C1=C(N(C(=N1)C)C1CCN(CC1)C)C2)F)F N-(4,4-difluorocyclohexyl)-5-(4-fluoro-2-methyl-1-(1-methylpiperidin-4-yl)-1H-benzo[d]imidazol-6-yl)-7H-pyrrolo[2,3-d]pyrimidin-2-amine